p-amino-N,N-diethylaniline CCN(CC)C1=CC=C(C=C1)N